2-(tritylthio)aniline hydrochloride Cl.C(C1=CC=CC=C1)(C1=CC=CC=C1)(C1=CC=CC=C1)SC1=C(N)C=CC=C1